(3S,4R)-4-((5-fluoro-4-(4-isopropyl-5-methylquinolin-6-yl)pyrimidin-2-yl)amino)tetrahydro-2H-pyran-3-ol FC=1C(=NC(=NC1)N[C@H]1[C@@H](COCC1)O)C=1C(=C2C(=CC=NC2=CC1)C(C)C)C